NC1=C(C=C(C#N)C=C1)NC1=NC(=CC(=N1)N=S(=O)(C)C)N1[C@@H](COCC1)C (R)-4-amino-3-((4-((dimethyl(oxo)-λ6-sulfaneylidene)amino)-6-(3-methyl-morpholino)pyrimidin-2-yl)amino)benzonitrile